ClC=1C=C(OC=2C=CC3=C(C=C(O3)C(=O)O)C2)C=CC1Cl 5-(3,4-dichlorophenoxy)benzofuran-2-carboxylic acid